C(C)N1C(NC2=CC(=CC(=C2C1=O)F)CN1CCN(CC1)C=1C=CC(=NC1C)C(=O)NC)=O 5-(4-((3-ethyl-5-fluoro-2,4-dioxo-1,2,3,4-tetrahydroquinazolin-7-yl)methyl)piperazin-1-yl)-N,6-dimethylpyridineamide